O1C=2C(C[C@H](C1)N(C(OC(C)(C)C)=O)C)=CSC2 |r| racemic-tert-butyl N-(3,4-dihydro-2H-thieno[3,4-b]pyran-3-yl)-N-methyl-carbamate